(E)-4-benzylidene-5,5-dimethyl-6-phenyltetrahydro-2H-pyran-2-one C(/C1=CC=CC=C1)=C\1/CC(OC(C1(C)C)C1=CC=CC=C1)=O